N(C1=CC=CC=C1)C1=NC(=NC=C1C)N(C1=CC(=C(C(=C1)C(=O)OC)BO)CC)S(=O)(=O)C(F)(F)F [4-[(4-anilino-5-methyl-pyrimidin-2-yl)-(trifluoromethylsulfonyl)amino]-2-ethyl-6-methoxycarbonyl-phenyl]borinic acid